C(C(C)C)N(C(CC)=O)C1=C(C=CC(=C1)C(=O)NCC=1C=NC=CC1)C1=CC=CC=C1 (N-isobutylpropionamido)-N-(pyridin-3-ylmethyl)-[1,1'-biphenyl]-4-carboxamide